COC1=C(C2=C(C=N1)N=CN2CC2=CC=C(C=C2)S(=O)(=O)N)C2=CC=CC=C2 4-((6-methoxy-7-phenyl-1H-imidazo[4,5-c]pyridin-1-yl)methyl)benzenesulfonamide